acryloyloxyoctadecyltriiodosilane C(C=C)(=O)OCCCCCCCCCCCCCCCCCC[Si](I)(I)I